N-(1'-(2-(3-fluorophenyl)-6-methylpyrimidin-4-yl)-1',2'-dihydrospiro[cyclopropane-1,3'-pyrrolo[3,2-c]pyridin]-6'-yl)acetamide FC=1C=C(C=CC1)C1=NC(=CC(=N1)N1CC2(C=3C=NC(=CC31)NC(C)=O)CC2)C